5-bromo-7-(pyridin-2-ylmethoxy)benzofuran-3-carboxylic acid ethyl ester C(C)OC(=O)C1=COC2=C1C=C(C=C2OCC2=NC=CC=C2)Br